(2-(5-(4-acetylphenyl)-1H-imidazol-2-yl)piperidin-1-yl)-2-(methylthio)propan-1-one C(C)(=O)C1=CC=C(C=C1)C1=CN=C(N1)C1N(CCCC1)C(C(C)SC)=O